3,4-dichloro-N-{(3S,4R)-1-[6-(2-hydroxypropane-2-yl)pyridazin-3-yl]-3-Methoxypiperidin-4-yl}-5-methyl-1H-pyrrole-2-carboxamide ClC1=C(NC(=C1Cl)C)C(=O)N[C@H]1[C@H](CN(CC1)C=1N=NC(=CC1)C(C)(C)O)OC